1-[Tert-butyl-(dimethyl)silyl]oxypropane-2-one C(C)(C)(C)[Si](OCC(C)=O)(C)C